methyl 4-(hydroxyiminomethyl)-2-methyl-benzoate ON=CC1=CC(=C(C(=O)OC)C=C1)C